((2R,3S,4R,5R)-5-(3-((2-(1,3-diethyl-2,6-dioxo-1,2,3,6-tetrahydro-7H-purin-7-yl)ethoxy)carbonyl)pyridin-1-ium-1-yl)-3,4-dihydroxytetrahydrofuran-2-yl)methyl hydrogen phosphate P(=O)(OC[C@H]1O[C@H]([C@@H]([C@@H]1O)O)[N+]1=CC(=CC=C1)C(=O)OCCN1C=NC=2N(C(N(C(C12)=O)CC)=O)CC)(O)[O-]